C(CCC)NC1=NC=C2NC(NC2=N1)=O 2-(butylamino)-7H-purin-8(9H)-one